C(\C=C/C(=O)[O-])(=O)[O-].C(CCC)[N+](CCO)(CCCC)CCCC.C(CCC)[N+](CCCC)(CCCC)CCO tributyl-(2-hydroxyethyl)ammonium maleate